1,2-dicumoyl-glycerol C(=O)(C1=CC=C(C(C)C)C=C1)OCC(OC(=O)C1=CC=C(C(C)C)C=C1)CO